Tert-butyl(7-((4-acetylphenyl)amino)-7-oxoheptyl)carbamate C(C)(C)(C)OC(NCCCCCCC(=O)NC1=CC=C(C=C1)C(C)=O)=O